tert-Butyl (Z)-2-(6-(2-(6-(3,3-difluoroazetidin-1-yl)pyrazin-2-yl)-2-fluorovinyl)-3-phenoxy-2-(trifluoromethyl)phenyl)-2,9-diazaspiro[5.5]undecane-9-carboxylate FC1(CN(C1)C1=CN=CC(=N1)/C(=C/C1=CC=C(C(=C1N1CC2(CCC1)CCN(CC2)C(=O)OC(C)(C)C)C(F)(F)F)OC2=CC=CC=C2)/F)F